1-(3-Chlorophenyl)-N-[(1,4-dimethylpyrazol-3-yl)methyl]-6-[2-(2-hydroxyethyl)-3,4-dihydro-1H-isoquinolin-7-yl]-5-methyl-7-oxo-pyrazolo[4,3-d]pyrimidine-3-carboxamide ClC=1C=C(C=CC1)N1N=C(C=2N=C(N(C(C21)=O)C2=CC=C1CCN(CC1=C2)CCO)C)C(=O)NCC2=NN(C=C2C)C